C(C)(C)(C)OC(=O)N1CCN(CC1)[K] [4-(tert-butoxycarbonyl)-1-piperazinyl]Potassium